(5R)-8-[[(1R,2R,4R)-4-[(Z)-N-(1,1-dimethylethoxy)-C-(4-fluorophenyl)carbonimidoyl]-2-hydroxy-cyclohexyl]-methyl-amino]-5-methyl-6-oxo-1,5-naphthyridine-2,7-dicarbonitrile CC(C)(O\N=C(/C1=CC=C(C=C1)F)\[C@H]1C[C@H]([C@@H](CC1)N(C1=C(C(N(C=2C=CC(=NC12)C#N)C)=O)C#N)C)O)C